BrC=1C(=CC(N(C1)C)=O)O[C@@H]1CC[C@H](CC1)CNC(OC(C)(C)C)=O tert-butyl {trans-4-[(5-bromo-1-methyl-2-oxo-1,2-dihydropyridin-4-yl)oxy]cyclohexyl}methylcarbamate